C(=C)[Si](OC(C#C)(C)C)(OC(C#C)(C)C)OC(C#C)(C)C vinyltri(1,1-dimethylpropynyloxy)silane